[O-2].[O-2].[O-2].[Cr+6] chromium tri-oxide